C(C)(C)OCCOCCO 2-(2-isopropoxyethoxy)ethanol